4-(2-(4-chloro-2-fluorophenyl)-2-methylbenzo[d][1,3]dioxan-4-yl)-1,2,3,6-tetrahydropyridine ClC1=CC(=C(C=C1)C1(OC(C2=C(O1)C=CC=C2)C=2CCNCC2)C)F